ClC1=NC=CC(=C1NC(=O)C=1C=NC(=NC1)C(C)C)C1=NC=NC=C1 N-(2-chloro-4-(pyrimidin-4-yl)pyridin-3-yl)-2-isopropylpyrimidine-5-carboxamide